1-(2-furyl)-1-methyl-methanol tert-Butyl-(1R,5S,6R)-6-((2-(8-((cyclobutylmethyl)sulfanyl)imidazo[1,5-a]pyridin-3-yl)prop-2-yl)carbamoyl)-3-azabicyclo[3.1.0]hexane-3-carboxylate C(C)(C)(C)[C@]12CN(C[C@H]2[C@H]1C(NC(C)(C)C1=NC=C2N1C=CC=C2SCC2CCC2)=O)C(=O)OC(C)C=2OC=CC2